palladium tetraacetonitrile C(C)#N.C(C)#N.C(C)#N.C(C)#N.[Pd]